[Si](C)(C)(C(C)(C)C)OC1CCC(CC1)N (1r,4r)-4-((tert-butyldimethylsilyl)oxy)cyclohexan-1-amine